[Si](C1=CC=CC=C1)(C1=CC=CC=C1)(C(C)(C)C)OCC(NC=1SC=C(C1C(=O)OC)Cl)=S methyl 2-(2-((tert-butyldiphenylsilyl) oxy) ethanethioamido)-4-chlorothiophene-3-carboxylate